ClC[C@]1([C@H]([C@H]([C@@H](O1)N1C(NC(C(=C1)C)=O)=O)F)OC(C1=CC=CC=C1)(C1=CC=CC=C1)C1=CC=C(C=C1)OC)CO 1-[(2R,3R,4R,5R)-5-(chloromethyl)-3-fluoro-5-(hydroxymethyl)-4-[(4-methoxyphenyl)diphenylmethoxy]oxolan-2-yl]-5-methyl-3H-pyrimidine-2,4-dione